(7-(1-benzylpiperidin-3-yl)pyrazolo[1,5-a]pyrimidin-2-yl)-N,N-dimethylmethylamine C(C1=CC=CC=C1)N1CC(CCC1)C1=CC=NC=2N1N=C(C2)CN(C)C